COC(CC[C@@H](C(=O)OC(C)(C)C)NC(=O)OC(C)(C)C)=O (S)-2-(tert-Butoxycarbonylamino)pentanedioic acid 1-tert-butyl 5-methyl ester